NC1=NC=NC=2N(C3=CC=C(C=C3C21)C(F)(F)F)CC(=O)N2[C@@H]1C[C@@]1(C[C@H]2C(=O)NC2=NC(=CC=C2)Br)C (1R,3S,5R)-2-(2-(4-amino-6-(trifluoromethyl)-9H-pyrimido[4,5-b]indol-9-yl)acetyl)-N-(6-bromopyridin-2-yl)-5-methyl-2-azabicyclo[3.1.0]hexane-3-carboxamide